5-[4-(2-fluoro-benzyl)-piperazin-1-yl]-4-methyl-benzofuran-2-carboxylic acid FC1=C(CN2CCN(CC2)C=2C=CC3=C(C=C(O3)C(=O)O)C2C)C=CC=C1